C(N)(OC(COCC1=NN2C(CN(CC2)C2=NC=C(C=C2)C(F)(F)F)=N1)CC(C)(C)C)=O tert-butyl-(1-((7-(5-(trifluoromethyl) pyridin-2-yl)-5,6,7,8-tetrahydro-[1,2,4]triazolo[1,5-a]pyrazin-2-yl) methoxy) propan-2-yl) carbamate